BrCCCCCCCCCCC 1-Bromoundecan